FC=1C=C(C=CC1F)CNC(=O)NS(=O)(=O)C=1SC(=CC1C1=CC(=C(C=C1)CN1C(=NC=C1)C)F)CC(C)C 1-[(3,4-difluorophenyl)methyl]-3-[(3-{3-fluoro-4-[(2-methyl-1H-imidazol-1-yl)methyl]phenyl}-5-(2-methylpropyl)thiophen-2-yl)sulfonyl]urea